ClC1=CC2=C(NC(C(N2C)=O)=O)N=C1C 7-chloro-1,6-dimethyl-2,3-dioxo-2,3-dihydropyrido[2,3-b]pyrazine